BrCCCCOC=1C=C(C(=O)C=2N=C(SC2)[C@H]2N(CCC2)C([C@H](C2CCCCC2)NC([C@H](C)N(C(OC(C)(C)C)=O)C)=O)=O)C=CC1 tert-butyl N-[(1S)-2-[[(1S)-2-[(2S)-2-[4-[3-(4-bromobutoxy)benzoyl]thiazol-2-yl]pyrrolidin-1-yl]-1-cyclohexyl-2-oxo-ethyl]amino]-1-methyl-2-oxo-ethyl]-N-methyl-carbamate